3-(1H-indol-6-yl)-1-((tetrahydro-2H-pyran-4-yl)methyl)-1H-pyrrole-2,5-dione N1C=CC2=CC=C(C=C12)C=1C(N(C(C1)=O)CC1CCOCC1)=O